F[P-](F)(F)(F)(F)F.N1=C(C=CC=C1)C1=C(C=CC=C1)[Ir+]C1=C(C=CC=C1)C1=NC=CC=C1 bis[(2-pyridyl)phenyl]iridium hexafluorophosphate